[Si](C)(C)(C(C)(C)C)OCC1=CC=C(C=C1)CN (4-(((tert-butyldimethylsilyl)oxy)methyl)phenyl)methylamine